5-methyl-4H-[1,2,4]-triazole-3-thiol CC=1NC(=NN1)S